C(C1=CC=CC=C1)OCCO[C@@H]1C[C@H](N(C1)C(=O)OC(C)(C)C)C(=O)O (2S,4R)-4-(2-(benzyloxy)ethoxy)-1-(tert-butoxycarbonyl)pyrrolidine-2-carboxylic acid